OC=1C=C(OCC2=C(C(=O)O)C=CC=C2)C=CC1OC 2-(3-hydroxy-4-methoxyphenoxymethyl)benzoic acid